C(C1=CC=CC=C1)OC(C(=O)NCCCN(CCCCCCCC(=O)OCCC(CCCC)CCCC)CCCCCCCC(=O)OC(CCCCCCCC)CCCCCCCC)C 3-butylheptyl 8-((3-(2-(benzyloxy)propanamido)propyl)(8-(heptadecan-9-yloxy)-8-oxooctyl)amino)octanoate